C[C@]12[C@H]3CC[C@@]4([C@H](CC[C@H]4[C@@H]3CCC2=CC(CC1)=O)/C(/C)=N/OC(C1=CC=C(C=C1)CN1CCOCC1)=O)C (8S,9S,10R,13S,14S,17S)-10,13-Dimethyl-17-((E)-1-(4-(morpholinomethyl)benzoyloxyimino)ethyl)-6,7,8,9,10,11,12,13,14,15,16,17-dodecahydro-1H-cyclopenta[a]phenanthren-3(2H)-one